6-azido-6-deoxy-2-N-acetyl-D-glucosamine N(=[N+]=[N-])C[C@@H]1[C@H]([C@@H]([C@H](C(O)O1)NC(C)=O)O)O